4-Isopropenyl-1-cyclohexene-1-carbaldehyde C(=C)(C)C1CC=C(CC1)C=O